FC1(CC1)S(=O)(=O)N[C@@H]1[C@@H](C=2C(N(CNC2CC1)C(C)C)=O)CC=1N=C(SC1)C1=C(C=CC=C1)F |o1:8,9| rel-1-fluoro-N-[(5R,6S)-5-{[2-(2-fluorophenyl)-1,3-thiazol-4-yl]methyl}-4-oxo-3-(propan-2-yl)-1,2,3,4,5,6,7,8-octahydroquinazolin-6-yl]cyclopropane-1-sulfonamide